Cl.C(C1=CC=CC=C1)OC(=O)N1CCN(CC1)C([C@H](C1CCCCC1)N)=O (S)-4-(2-amino-2-cyclohexylacetyl)piperazine-1-carboxylic acid benzyl ester hydrochloride